C(C)(C)(C)OC(C)CC(C)OC(C)(C)C 2,4-di-tert-butoxypentane